(6S,9R)-3-methoxy-10-(4-methoxyphenyl)-6,7,8,9-tetrahydro-5H-6,9-epiminocyclohepta[c]pyridine COC1=CC2=C(C=N1)[C@H]1CC[C@@H](C2)N1C1=CC=C(C=C1)OC